C(CCCCCCCCCCC)OS(=O)(=O)C1=CC=CC=C1.[K] potassium dodecylbenzenesulphonate